COC(=O)C(C)CCCC Hexane-2-carboxylic acid methyl ester